ClC1=CC(=C(C=C1O)O)C(C(C)C1=CC=CC=C1)=O 6-chloro-4-β-phenylpropanoylresorcin